C(C#CC)(=O)N1[C@H](CN(CC1)C=1C2=C(N=C(N1)OC[C@H]1N(CCC1)C)CN(CC2)C2=C(C(=CC=C2)C)C)CC#N 2-((S)-1-(but-2-ynoyl)-4-(7-(2,3-dimethylphenyl)-2-(((S)-1-methylpyrrolidin-2-yl)methoxy)-5,6,7,8-tetrahydropyrido[3,4-d]pyrimidin-4-yl)piperazin-2-yl)acetonitrile